ClC=1C(=NC(=C(C1)Cl)Cl)O 3,5,6-trichloropyridin-ol